(2R,1'R,3'S)-3-(2-cyclopentyl-2-phenyl-2-hydroxyacetoxy)-1-(ethoxycarbonylmethyl)-1-methylpyrrolidinium C1(CCCC1)[C@@](C(=O)OC1C[N+](CC1)(C)CC(=O)OCC)(O)C1=CC=CC=C1